C(C)OC(C[C@H](C(F)(F)F)NC1=CC=C(C=C1)C)=O (R)-Ethyl-4,4,4-trifluoro-3-(p-tolylamino)butanoate